BrC1=CC=C(C=C1)C1CCN(CC1)C1CCOCC1 4-(4-bromophenyl)-1-(tetrahydro-2H-pyran-4-yl)piperidine